(3-fluoro-2-(pyrimidin-2-yl)phenyl)((1S,4S,6R)-6-((5-methoxypyridin-2-yl)amino)-2-azabicyclo[2.2.1]heptan-2-yl)methanone FC=1C(=C(C=CC1)C(=O)N1[C@@H]2[C@@H](C[C@H](C1)C2)NC2=NC=C(C=C2)OC)C2=NC=CC=N2